ClC1=C2C(=NC=C1C1=CNC3=C(C=CC=C13)N1C(CN(CC1)C)=O)NC[C@]21C[C@H](CC1)C(=O)N (1R,3S)-4'-Chloro-5'-(7-(4-methyl-2-oxopiperazin-1-yl)-1H-indol-3-yl)-1',2'-dihydrospiro[cyclopentane-1,3'-pyrrolo[2,3-b]pyridine]-3-carboxamide